5-methyl-N-(6-methyl-5-(7-(methylamino)-1,6-naphthyridin-3-yl)pyridin-3-yl)-1-(2,2,2-trifluoroethyl)-1H-pyrazole-4-carboxamide CC1=C(C=NN1CC(F)(F)F)C(=O)NC=1C=NC(=C(C1)C=1C=NC2=CC(=NC=C2C1)NC)C